Cl.CN(C(CNC(=O)N1CCCC2=CC(=CC=C12)F)C1=CSC=C1)C N-(2-(dimethylamino)-2-(thiophen-3-yl)ethyl)-6-fluoro-3,4-dihydroquinoline-1(2H)-carboxamide hydrochloride